bis[5-(N,N-Diethylamino)pentyl]amin C(C)N(CC)CCCCCNCCCCCN(CC)CC